NC=1C=CC(=C2CN(C(C12)=O)CC(C#N)=C)C1=CC(=C(C(=C1)F)N)F 2-{[7-amino-4-(4-amino-3,5-difluorophenyl)-1-oxo-2,3-dihydro-1H-isoindol-2-yl]methyl}prop-2-enenitrile